4-Decyltetradecyl 6-Oxotridecanoate O=C(CCCCC(=O)OCCCC(CCCCCCCCCC)CCCCCCCCCC)CCCCCCC